N-methyl-1,3-cyclohexanediamine CNC1CC(CCC1)N